COC(CC)=O.C(C)(=O)SCC(COS(=O)(=O)ON1[C@@H]2CC[C@H](N(C1=O)C2)C(=O)N)(C)C ((2S,5R)-6-(((3-(acetylthio)-2,2-dimethylpropyloxy)sulfonyl)oxy)-7-oxo-1,6-diazabicyclo[3.2.1]octane-2-carboxamide) methylpropionate